(1-methylethylidene)-4,1-phenylene tetraphenyl diphosphate P(=O)(OC1=CC(C(C=C1)OP(=O)(OC1=CC=CC=C1)OC1=CC=CC=C1)=C(C)C)(OC1=CC=CC=C1)OC1=CC=CC=C1